OC[C@@H]1C[C@@]2(CCCN2[C@@H]1C1=NNC=C1)C(=O)OC(C)(C)C tert-butyl (2R,3S,7aS)-2-(hydroxymethyl)-3-(1H-pyrazol-3-yl)tetrahydro-1H-pyrrolizine-7a(5H)-carboxylate